but-2-ene-1,1,4,4-tetrayl tetraacetate C(C)(=O)OC(C=CC(OC(C)=O)OC(C)=O)OC(C)=O